acetyl-pyridinemethanol C(C)(=O)C=1C(=NC=CC1)CO